1-(4-(benzo[b]thiophen-3-yl)-2,6-dimethyl-5-(4-methylpiperazine-1-carbonyl)-1,4-dihydropyridin-3-yl)ethan-1-one S1C2=C(C(=C1)C1C(=C(NC(=C1C(=O)N1CCN(CC1)C)C)C)C(C)=O)C=CC=C2